C(C)C(CO)(O)CC 1,1-diethylethane-1,2-diol